oxo-2'-O-methyluridine thiophosphate P(=S)(O)(O)O[C@H]1[C@H]([C@@H](O[C@@H]1C(O)=O)N1C(=O)NC(=O)C=C1)OC